(3-chloro-1-(pyridin-3-yl)-1H-pyrazol-4-yl)-2-(methylsulfonyl)propanamide ClC1=NN(C=C1C(C(=O)N)(C)S(=O)(=O)C)C=1C=NC=CC1